N-(5-(4,4-difluoropiperidin-1-yl)imidazo[1,2-c]pyrimidin-7-yl)-1,1-diphenylmethanimine FC1(CCN(CC1)C1=NC(=CC=2N1C=CN2)N=C(C2=CC=CC=C2)C2=CC=CC=C2)F